ClCC(=O)C1=CC(=C(C=C1)F)F (1S)-2-chloro-1-(3,4-difluorophenyl)ethanone